N-(2-((6-((2-Amino-2-oxo-1-phenylethyl)thio)-3,5-dicyano-4-ethylpyridin-2-yl)(methyl)amino)ethyl)-6-((2-(2,6-dioxopiperidin-3-yl)-1,3-dioxoisoindolin-4-yl)amino)-N-methylhexanamide NC(C(C1=CC=CC=C1)SC1=C(C(=C(C(=N1)N(CCN(C(CCCCCNC1=C2C(N(C(C2=CC=C1)=O)C1C(NC(CC1)=O)=O)=O)=O)C)C)C#N)CC)C#N)=O